N[C@@H](CCC(=O)[O-])C(=O)[O-].N[C@@H](CCC(=O)O)C(=O)O.[Ca+2] monocalcium Di-L-glutamate